CN(C1=CC=C(C=C1)NC1=NC2=C(C=3N1C(=NN3)C(=O)O)C=NC=C2)C 5-((4-(dimethylamino)phenyl)amino)pyrido[3,4-e][1,2,4]triazolo[4,3-c]pyrimidine-3-carboxylic acid